C(C)C(C(C(C(=O)O)(CC)CC)(O)C(=O)O)C(=O)O.NC=1N=NC(=CC1C1=CC=C(C=C1)NC1CCN(CC1)C=1C=C2C(N(C(C2=CC1)=O)C1C(NC(CC1)=O)=O)=O)C1=C(C=CC=C1)O 5-(4-((4-(3-amino-6-(2-hydroxyphenyl)pyridazin-4-yl)phenyl)amino)piperidin-1-yl)-2-(2,6-dioxopiperidin-3-yl)isoindoline-1,3-dione Triethyl-citrate